2-Chloro-N-(3,4-difluorobenzyl)acetamide ClCC(=O)NCC1=CC(=C(C=C1)F)F